O1CCC(CC1)S(=O)(=O)C#CC=1C=C(OC2=C(N=NN2)C(=O)O)C=CC1 5-(3-(((tetrahydro-2H-pyran-4-yl)sulfonyl)ethynyl)phenoxy)-1H-1,2,3-triazole-4-carboxylic acid